OC(C(CC=1C=C(C=CC1)C)NC(=O)C=1C=C2C(=NC1)C=CS2)(C)C N-(3-hydroxy-3-methyl-1-(m-tolyl)butan-2-yl)thieno[3,2-b]pyridine-6-carboxamide